N-[3-[2-(difluoromethoxy)-5-(oxetan-3-ylsulfanyl)phenyl]-1-[2-[[trans-3-hydroxycyclobutyl]amino]ethyl]-1H-pyrazol-4-yl]pyrazolo[1,5-a]pyrimidine-3-carboxamide FC(OC1=C(C=C(C=C1)SC1COC1)C1=NN(C=C1NC(=O)C=1C=NN2C1N=CC=C2)CCN[C@@H]2C[C@H](C2)O)F